C(CCCC)O[SiH2]OCCCCC dipentoxysilane